NC=1C=C(C=CC1)C1=NC(=NC=C1)NC1=CC(=CC=C1)C(F)(F)F 4-(3-aminophenyl)-N-(3-(trifluoromethyl)phenyl)pyrimidin-2-amine